C(C)(C)C=1C(=NNC1C=1C=C(C=2N(C1)N=CN2)OC)C=2SC(=C(N2)C)N2CCNCC2 2-(4-isopropyl-5-(8-methoxy-[1,2,4]triazolo[1,5-a]pyridin-6-yl)-1H-pyrazol-3-yl)-4-methyl-5-(piperazin-1-yl)thiazole